COC1=CC=C(C2=C(C=CC=C12)OC)O 4,8-dimethoxynaphthalen-1-ol